N1CC(C1)C1=C2N=CC(=NC2=CC=C1)C=1C(=NN(C1)[C@@H]1C[C@H](C1)CNC=1C=C2C(N(C(C2=CC1)=O)C1C(NC(CC1)=O)=O)=O)C1CC1 5-(((trans-3-(4-(5-(azetidin-3-yl)quinoxalin-2-yl)-3-cyclopropyl-1H-pyrazol-1-yl)cyclobutyl)methyl)amino)-2-(2,6-dioxopiperidin-3-yl)isoindoline-1,3-dione